C(CCCCCCCCCCC)N(CCC(=O)[O-])C.[Na+] Sodium laurylmethyl-β-alaninate